tert-butyl 3-(5-((5-((3-tert-butyloxycarbonylaminophenyl)((cyclopropylmethyl)amino)methyl)-2-fluorophenyl)carbamoyl)-3-(trifluoromethyl)-1H-pyrazol-1-yl)benzylcarbamate C(C)(C)(C)OC(=O)NC=1C=C(C=CC1)C(C=1C=CC(=C(C1)NC(=O)C1=CC(=NN1C=1C=C(CNC(OC(C)(C)C)=O)C=CC1)C(F)(F)F)F)NCC1CC1